(2-fluorophenyl)-7-(6-morpholinopyridine-3-yl)quinazoline-4-amine FC1=C(C=CC=C1)C1=NC2=CC(=CC=C2C(=N1)N)C=1C=NC(=CC1)N1CCOCC1